2-fluoro-6-[(3-aminobenzyl)amino]-9-(oxetan-2-yl)-9H-purine FC1=NC(=C2N=CN(C2=N1)C1OCC1)NCC1=CC(=CC=C1)N